N1=CC(=CC=C1)CN1[C@@H]2CN([C@H](C1)C2)CC2=CC=1N(C=C2)N=CC1N1C(NC(CC1)=O)=O 1-(5-(((1S,4S)-5-(pyridin-3-ylmethyl)-2,5-diazabicyclo[2.2.1]heptan-2-yl)methyl)pyrazolo[1,5-a]pyridin-3-yl)dihydropyrimidine-2,4(1H,3H)-dione